Cl[Rh](Cl)Cl trichlororhodium (III)